(1R,2S,5S)-tert-butyl 2-(((7-chloro-8-fluoro-4-hydroxy-2-(methylthio)pyrido[4,3-d]pyrimidin-5-yl)oxy)methyl)-3,8-diazabicyclo[3.2.1]octane-8-carboxylate ClC1=C(C=2N=C(N=C(C2C(=N1)OC[C@@H]1[C@H]2CC[C@@H](CN1)N2C(=O)OC(C)(C)C)O)SC)F